4,4'-diethyl-2,2'-bipyridine C(C)C1=CC(=NC=C1)C1=NC=CC(=C1)CC